NC1=C(C=NC(=C1F)OC(F)(F)F)C(=O)[O-] 4-amino-5-fluoro-6-(trifluoromethoxy)pyridine-3-carboxylate